tert-butyl (6R)-8-cyclopentyl-2-(methylsulfinyl)-2',7-dioxo-7,8-dihydro-5H-spiro[pyrido[2,3-d]pyrimidine-6,3'-pyrrolidine]-1'-carboxylate C1(CCCC1)N1C([C@@]2(C(N(CC2)C(=O)OC(C)(C)C)=O)CC2=C1N=C(N=C2)S(=O)C)=O